C1(=CC=CC=2C(=CC=CC12)S(=O)(=O)O)S(=O)(=O)O 1,5-naphthalene-disulfonic acid